BrC1=C(C=C2C(=NC(=NC2=C1F)OC[C@H]1N(CCC1)CCCOCCCC(=O)OC)N1CC2CCC(C1)N2C(=O)OC(C)(C)C)Cl tert-butyl 3-(7-bromo-6-chloro-8-fluoro-2-(((S)-1-(3-(4-methoxy-4-oxobutoxy)propyl)pyrrolidin-2-yl)methoxy)quinazolin-4-yl)-3,8-diazabicyclo[3.2.1]octane-8-carboxylate